tert-Butyl 2-(4-(2-(1-(6,7-dihydro-5H-pyrrolo[1,2-c]imidazol-1-yl)-2-oxo-2-(thiazol-2-ylamino)ethyl)-7-fluoro-3-oxoisoindolin-5-yl)phenyl)-2,7-diazaspiro[3.5]nonane-7-carboxylate C1(=C2N(C=N1)CCC2)C(C(NC=2SC=CN2)=O)N2CC1=C(C=C(C=C1C2=O)C2=CC=C(C=C2)N2CC1(C2)CCN(CC1)C(=O)OC(C)(C)C)F